FC1=C(CN2C(N([C@H](C3=CC=C(C=C23)C(=O)NCC2=C(C=C(C=C2F)F)F)C)C)=O)C(=CC=C1O)F (S)-1-(2,6-difluoro-3-hydroxybenzyl)-3,4-dimethyl-2-oxo-N-(2,4,6-trifluorobenzyl)-1,2,3,4-tetrahydro-quinazoline-7-carboxamide